C(C)(=O)SCC1=CC(=NN1C)C(=O)OCC ethyl 5-((acetylthio)methyl)-1-methyl-1H-pyrazole-3-carboxylate